C(OC(CCl)COCCCCOCC(CCl)OC(=O)Cl)(=O)Cl [2-chloro-1-[4-(3-chloro-2-chlorocarbonyloxy-propoxy)butoxymethyl]ethyl] carbonochloridate